C(CCCCCCC)OC(C=1N2C=CC=C2C=CC1)C1=CC=CC=C1 5-((octanyloxy)(phenyl)methyl)indolizine